C1(=C(C(=C(C=2C3=CC=CC=C3NC12)C(=O)OCC)C(=O)OCC)C(=O)OCC)C(=O)OCC tetraethyl 9H-carbazole-1,2,3,4-tetracarboxylate